FCCCN[C@H](C)C1=CC=CC2=CC=CC=C12 (R)-3-fluoro-N-(1-(naphthalene-1-yl)ethyl)propan-1-amine